Cl.NCC(CC1=CC(=CC=C1)Br)=O 1-amino-3-(3-bromophenyl)propan-2-one hydrochloride